8-(4-(bis(4-fluorophenyl)methyl)-3-(hydroxymethyl)piperazin-1-yl)-7-chloro-5-methyl-6-oxo-5,6-dihydro-1,5-naphthyridine-2-carbonitrile FC1=CC=C(C=C1)C(N1C(CN(CC1)C1=C(C(N(C=2C=CC(=NC12)C#N)C)=O)Cl)CO)C1=CC=C(C=C1)F